6-((1S,6S)-6-aminocyclohex-3-en-1-yl)-2-chloro-N-(furan-2-ylmethyl)-7-methylthieno[3,2-d]pyrimidin-4-amine N[C@H]1CC=CC[C@@H]1C1=C(C=2N=C(N=C(C2S1)NCC=1OC=CC1)Cl)C